tert-Butyl (2S,4R)-2-(2-(6-bromo-4-chloro-7-methoxy-2H-indazol-2-yl)-3-ethoxy-3-oxopropanoyl)-4-fluoropyrrolidine-1-carboxylate BrC=1C=C(C2=CN(N=C2C1OC)C(C(=O)[C@H]1N(C[C@@H](C1)F)C(=O)OC(C)(C)C)C(=O)OCC)Cl